2-Cyclobutoxy-5-ethylbenzenesulfonyl chloride C1(CCC1)OC1=C(C=C(C=C1)CC)S(=O)(=O)Cl